C(\C(\C)=C/C(=O)O)(O)=N citraconic acid imine